ClC1=C(C=C2C(=CNC2=C1)C(=O)OC(C)(C)C)C=1C(=NC(=CC1)N1C[C@H]2[C@H](C1)COC2)OC tert-butyl 6-chloro-5-(2-methoxy-6-((3aR,6aR)-tetrahydro-1H-furo[3,4-c]pyrrol-5(3H)-yl)pyridin-3-yl)-1H-indole-3-carboxylate